FC(C1=NC=CC=C1SCCC(=O)[O-])(F)F 3-((2-(trifluoromethyl)pyridin-3-yl)thio)propanoate